N-(2-(2-(2-(difluoromethoxy)-7-methylquinoxalin-5-yl)-4-methylbenzo[d]thiazol-6-yloxy)ethyl)-4-fluorobenzenesulfonamide FC(OC1=NC2=CC(=CC(=C2N=C1)C=1SC2=C(N1)C(=CC(=C2)OCCNS(=O)(=O)C2=CC=C(C=C2)F)C)C)F